C(C)(C)[C@H]1CC[C@H](CC1)N1CCC(CC1)N1C(=CC2=CC=CC=C12)CNC 1-(1-(1-(cis-4-isopropylcyclohexyl)piperidin-4-yl)-1H-indole-2-yl)-N-methylmethanamine